C[Si](CCOCN1C=CC=2C1=NC(=CC2)C(=O)[O-])(C)C 1-((2-(trimethylsilyl)ethoxy)methyl)-1H-pyrrolo[2,3-b]pyridine-6-carboxylate